N-(2-methoxyethyl)-N-(3-oxo-2,3-dihydro-1H-inden-5-yl)-3-(trifluoromethyl)benzenesulfonamide COCCN(S(=O)(=O)C1=CC(=CC=C1)C(F)(F)F)C=1C=C2C(CCC2=CC1)=O